CC1=C(C=CC=C1)C=1C2=CC=C(N2)C(=C2C=CC(C(=C3C=CC(=C(C=4C=CC1N4)C4=C(C=CC=C4)C)N3)C3=C(C=CC=C3)C)=N2)C2=C(C=CC=C2)C 5,10,15,20-tetrakis(2-methylphenyl)porphyrin